allyl 4-benzoyl-1-(4-methoxybenzyl)-3-oxopiperazine-2-carboxylate C(C1=CC=CC=C1)(=O)N1C(C(N(CC1)CC1=CC=C(C=C1)OC)C(=O)OCC=C)=O